4-bromo-5-(3,4-difluoro-2-methyl-phenoxy)-3-methyl-2-(trifluoromethyl)pyridine BrC1=C(C(=NC=C1OC1=C(C(=C(C=C1)F)F)C)C(F)(F)F)C